ClC1=NC(=CC2=C1N=C(N=C2)NC2CCN(CC2)S(=O)(=O)C)C 8-chloro-6-methyl-N-(1-(methylsulfonyl)piperidin-4-yl)pyrido[3,4-d]pyrimidin-2-amine